2-(4-amino-4-(2-fluorophenyl)piperidin-1-yl)-5-(3,4-dichloro-2-methyl-2H-indazol-5-yl)-7H-pyrrolo[2,3-d]Pyrimidine-4-carbonitrile NC1(CCN(CC1)C=1N=C(C2=C(N1)NC=C2C2=C(C1=C(N(N=C1C=C2)C)Cl)Cl)C#N)C2=C(C=CC=C2)F